hexahydropyrazino[1,2-c]pyrimidine-1,6,8-trione C1(NCCN2C(NC(CC21)=O)=O)=O